4-[2-[4-[5-(4-chlorophenyl)-1-(6-methylpyridazin-3-yl)pyrazol-3-yl]piperazin-1-yl]ethyl]morpholine ClC1=CC=C(C=C1)C1=CC(=NN1C=1N=NC(=CC1)C)N1CCN(CC1)CCN1CCOCC1